CN1N=C(C2=CC=C(C=C12)CN1C[C@@H](NCC1)C)N1C(NC(CC1)=O)=O 1-(1-methyl-6-{[(3S)-3-methylpiperazin-1-yl]methyl}-1H-indazol-3-yl)-1,3-diazinane-2,4-dione